N1=CC=NC=C1.N1=CC=NC=C1.N1=CC=NC=C1.N1=CC=NC=C1.[Cu] copper tetrapyrazine